2,4,6-tris(2-pyridinyl)triazine N1=C(C=CC=C1)N1NC(=CC(=N1)C1=NC=CC=C1)C1=NC=CC=C1